ClC1=C(C=NN(C1=O)C1OCCCC1)C1CNCC=2N1C(=C(N2)C(=O)NC)CC2=C(C=C(C=C2)F)C(F)(F)F (5-chloro-6-oxo-1-(tetrahydro-2H-pyran-2-yl)-1,6-dihydropyridazin-4-yl)-3-(4-fluoro-2-(trifluoromethyl)benzyl)-N-methyl-5,6,7,8-tetrahydroimidazo[1,2-a]pyrazine-2-carboxamide